methyl (S)-4-(5,5-difluoro-2-((5,6,7,8-tetrahydro-1,8-naphthyridin-2-yl)methyl)-2,7-diazaspiro[3.5]nonan-7-yl)-3-(3-(3,5-dimethyl-1H-pyrazol-1-yl)phenyl)butyrate FC1(C2(CN(C2)CC2=NC=3NCCCC3C=C2)CCN(C1)C[C@@H](CC(=O)OC)C1=CC(=CC=C1)N1N=C(C=C1C)C)F